N-[2-(2-aminoethoxy)ethyl]-4-[[3-[1-(3-chlorobut-3-en-2-yl)-3-(trifluoromethyl)pyrazol-4-yl]imidazo[1,2-a]pyrazin-8-yl]amino]-2-ethylbenzamide formate C(=O)O.NCCOCCNC(C1=C(C=C(C=C1)NC=1C=2N(C=CN1)C(=CN2)C=2C(=NN(C2)C(C)C(=C)Cl)C(F)(F)F)CC)=O